3-(4-chlorophenyl)-[1,1']-binaphthyl ClC1=CC=C(C=C1)C=1C=C(C2=CC=CC=C2C1)C1=CC=CC2=CC=CC=C12